CC1=C(C=C(OC2=C(N=NN2)C(=O)O)C=C1)C#CC1=CC=CC=C1 5-(4-methyl-3-(2-phenylethynyl)phenoxy)-1H-1,2,3-triazole-4-carboxylic acid